BrC1=C(C=C2COCC2=C1)CCO 2-(6-bromo-1,3-dihydroisobenzofuran-5-yl)ethanol